4-(((4-(isoindolin-2-ylmethyl)-1,1-dioxido-2,3-dihydrobenzothien-7-yl)oxy)methyl)piperidine-1-sulfonamide C1N(CC2=CC=CC=C12)CC1=CC=C(C2=C1CCS2(=O)=O)OCC2CCN(CC2)S(=O)(=O)N